C(C)(C)NC1=NC(=NC(=N1)N[C@@H](C(F)(F)F)C)C=1CC2(OCCO2)CCC1 (R)-N2-isopropyl-6-(1,4-dioxaspiro[4.5]dec-7-en-7-yl)-N4-(1,1,1-trifluoropropan-2-yl)-1,3,5-triazine-2,4-diamine